N-[5-[5-(Cyclopropylmethyl)-4H-1,2,4-triazol-3-yl]-4-fluoro-2-methylphenyl]-6-fluoropyrazolo[1,5-a]pyridine-3-carboxamide C1(CC1)CC=1NC(=NN1)C=1C(=CC(=C(C1)NC(=O)C=1C=NN2C1C=CC(=C2)F)C)F